methyl (2S,5R)-5-[[2-(4-(trifluoromethyl)phenoxy)acetyl]amino]tetrahydropyran-2-carboxylate FC(C1=CC=C(OCC(=O)N[C@@H]2CC[C@H](OC2)C(=O)OC)C=C1)(F)F